5-(5-methoxypyridin-3-yl)-4-methyl-2-(2-methylpyridin-4-yl)-1H-indole COC=1C=C(C=NC1)C=1C(=C2C=C(NC2=CC1)C1=CC(=NC=C1)C)C